N-benzyl-2-(benzyloxetan-3-yl)propylamine C(C1=CC=CC=C1)NCC(C)C1C(OC1)CC1=CC=CC=C1